(2E,8E)-N-(4-(((tert-butyldimethylsilyl)oxy)methyl)-3-fluorophenyl)deca-2,8-dien-6-enamide [Si](C)(C)(C(C)(C)C)OCC1=C(C=C(C=C1)NC(\C=C\CCC=C\C=C\C)=O)F